FC1=CC=C(C=C1)C(C)(C)C=1N=C(SC1)NC(=O)NCC1=CC=C(C=C1)N1CCNCC1 1-(4-(2-(4-fluorophenyl)propan-2-yl)thiazol-2-yl)-3-(4-(piperazin-1-yl)benzyl)urea